ClC=1SC=C(C1)Cl 2,4-Dichlorothiophene